Cl.C1(=CC(=CC(=C1)CNCCCNCCCNCCCCCC)CNCCCNCCCNCCCCCC)C1=CC=CC=C1 N1,N1'-([1,1'-biphenyl]-3,5-diylbis(methylene))bis(N3-(3-(hexylamino)propyl)propane-1,3-diamine), hydrochloride salt